5,7-dichloro-8-fluoropyrido[3,4-d]pyridazin-4-ol ClC1=NC(=C(C=2C1=C(N=NC2)O)F)Cl